ClC=1C=C(C=C(C1)C=1N=NN(C1)CC1=C(C=C(C=C1)C=1OC(=NN1)C(F)F)F)CNC 1-(3-chloro-5-(1-(4-(5-(difluoromethyl)-1,3,4-oxadiazol-2-yl)-2-fluorobenzyl)-1H-1,2,3-triazol-4-yl)phenyl)-N,N-dimethylamine